3-((6-cyano-1-methyl-5-(trifluoromethyl)-1H-benzo[d]imidazol-2-yl)amino)-N-hydroxybenzamide C(#N)C=1C(=CC2=C(N(C(=N2)NC=2C=C(C(=O)NO)C=CC2)C)C1)C(F)(F)F